(1H-pyrazol-4-yl)-2-(6-((2,2,6,6-tetramethylpiperidin-4-yl)oxy)pyridazin-3-yl)phenol monohydrochloride monohydrate O.Cl.N1N=CC(=C1)C=1C(=C(C=CC1)O)C=1N=NC(=CC1)OC1CC(NC(C1)(C)C)(C)C